C1(CCCC1)CC=1NC=NN1 5-(cyclopentyl-methyl)-4H-1,2,4-triazole